4-((2-(1H-pyrazol-4-yl)ethyl)amino)-N-((3-(3-fluorophenyl)oxetan-3-yl)methyl)-5,6-dimethylpyrimidine-2-carboxamide N1N=CC(=C1)CCNC1=NC(=NC(=C1C)C)C(=O)NCC1(COC1)C1=CC(=CC=C1)F